1-C-(beta-xylopyranosyl)-acetone [C@@H]1([C@H](O)[C@@H](O)[C@H](O)CO1)CC(=O)C